NC1=C2N=C(N(C2=NC(=N1)OCC)CC1=C(C=C(C=C1)CNCC)OC)O 6-amino-2-ethoxy-9-(4-((ethylamino)methyl)-2-methoxybenzyl)-9H-purin-8-ol